C(C1=CC=CC=C1)N1CCN(C12COC2)C(=O)C2=CC=C(C=C2)C(\C=C\C2=CC=NC=C2)=O (E)-1-(4-(8-benzyl-2-oxa-5,8-diazaspiro[3.4]octane-5-carbonyl)phenyl)-3-(pyridin-4-yl)prop-2-en-1-one